N-{8-chloro-2-methylimidazo[1,2-a]pyridin-6-yl}-2-ethyl-4-(piperazin-1-yl)indazole-7-carboxamide ClC=1C=2N(C=C(C1)NC(=O)C1=CC=C(C3=CN(N=C13)CC)N1CCNCC1)C=C(N2)C